C(C=C)C=1C=C(C=CC1O)C(C)(C)C1=CC=C(C=C1)C(C)(C)C1=CC(=C(C=C1)O)CC=C α,α'-bis(3-(2-propenyl)-4-hydroxyphenyl)-p-diisopropylbenzene